CC1CCC2=C(NN=N2)C1 6-methyl-4,5,6,7-tetrahydro-1H-benzotriazole